C(C=C)N1S(C2=C(C1=O)C=CC(=C2C)OC=2C=C(C#N)C=C(C2)F)(=O)=O 3-((2-allyl-7-methyl-1,1-dioxo-3-oxo-2,3-dihydrobenzo[d]isothiazol-6-yl)oxy)-5-fluorobenzonitrile